[N+](=O)([O-])C=1C=NN(C1)[C@@H]1C[C@H](C1)C(=O)OC methyl (trans)-3-(4-nitro-1H-pyrazol-1-yl)cyclobutane-1-carboxylate